C(CN1C(=NC2=C1C=CC(=C2OC)C(N)=O)C2=C(C(=O)O)C=CC(=C2F)Cl)N2C(=NC1=C2C=CC(=C1OC)C(N)=O)C1=C(C(=O)O)C=CC(=C1F)Cl Ethane-1,2-diylbis(5-carbamoyl-4-methoxy-1H-benzo[d]imidazole-1,2-diyl)bis(4-chloro-3-fluorobenzoic acid)